2'-{6-amino-5-[(pyridazin-3-yl)methoxy]pyridin-3-yl}-N-ethyl-5',6'-dihydrospiro[pyrrolidine-3,4'-pyrrolo[1,2-b]pyrazole]-1-carboxamide NC1=C(C=C(C=N1)C=1C=C2N(N1)CCC21CN(CC1)C(=O)NCC)OCC=1N=NC=CC1